tert-butyl (3R)-3-((5-(5-(methylsulfinyl)thiazol-2-yl)-1-((2-(trimethylsilyl)ethoxy)methyl)-1H-pyrrolo[2,3-b]pyridin-4-yl)amino)piperidine-1-carboxylate CS(=O)C1=CN=C(S1)C=1C(=C2C(=NC1)N(C=C2)COCC[Si](C)(C)C)N[C@H]2CN(CCC2)C(=O)OC(C)(C)C